8-(benzo[b]thiophene-2-carboxamido)quinoline-2-carboxylic acid S1C2=C(C=C1C(=O)NC=1C=CC=C3C=CC(=NC13)C(=O)O)C=CC=C2